C(C)(C)(C)OC(=O)N[C@@H]1CC[C@H](CC1)N(C(OCC(F)F)=O)C1=NC=C(N=C1)C=1C=NC(=NC1)OC 2,2-difluoroethyl (trans-4-((tert-butoxycarbonyl)amino)cyclohexyl)(5-(2-methoxypyrimidin-5-yl)pyrazin-2-yl)carbamate